C(CCC)C=1OC2=C(N1)C(=CC(=C2)OC\C(\CNC(OC(C)(C)C)=O)=C\F)F tert-butyl (E)-(2-(((2-butyl-4-fluorobenzo[d]oxazol-6-yl)oxy)methyl)-3-fluoroallyl)carbamate